N-(2-(3-(dimethylamino)pyrrolidin-1-yl)-3-fluoro-5-nitrophenyl)acetamide CN(C1CN(CC1)C1=C(C=C(C=C1F)[N+](=O)[O-])NC(C)=O)C